CC1=CC(=CC=2N1N=CC2)C(=O)OC methyl 7-methylpyrazolo[1,5-a]pyridine-5-carboxylate